[Na+].C(CCCCCCCCCCCCCCCCC)(=O)N[C@@H](CCC(=O)O)C(=O)[O-] N-stearoyl-glutamic acid monosodium salt